2,6-di-tert-butyl-4-(naphthalen-2-ylmethylene)cyclohexa-2,5-dien-1-one C(C)(C)(C)C=1C(C(=CC(C1)=CC1=CC2=CC=CC=C2C=C1)C(C)(C)C)=O